C1(=CC=CC2=CC=CC=C12)CNC[C@@H]1O[C@@H](OC[C@H]1O)C1=CC=CC=C1 (2R,4S,5R)-4-(((Naphthalen-1-ylmethyl)amino)methyl)-2-phenyl-1,3-dioxan-5-ol